8-((1R,3R,5S)-bicyclo[3.1.0]hexan-3-yl)-2-((1-(methylsulfonyl)piperidin-4-yl)amino)pyrido[2,3-d]pyrimidin-7(8H)-one [C@H]12CC(C[C@@H]2C1)N1C(C=CC2=C1N=C(N=C2)NC2CCN(CC2)S(=O)(=O)C)=O